5-(6-((1-(4-(4-chloro-1-(4-hydroxyphenyl)-2-phenylbut-1-en-1-yl)phenyl)piperidin-4-yl)methyl)-3,6-diazabicyclo[3.1.1]heptane-3-yl)-2-(2,6-dioxopiperidin-3-yl)isoindoline ClCCC(=C(C1=CC=C(C=C1)O)C1=CC=C(C=C1)N1CCC(CC1)CN1C2CN(CC1C2)C=2C=C1CN(CC1=CC2)C2C(NC(CC2)=O)=O)C2=CC=CC=C2